tert-butyl ((6-(6,7-dimethoxy-4-oxo-3,4-dihydrophthalazin-1-yl)-3,4-dihydroisoquinolin-2(1H)-yl)sulfonyl)carbamate COC=1C=C2C(NN=C(C2=CC1OC)C=1C=C2CCN(CC2=CC1)S(=O)(=O)NC(OC(C)(C)C)=O)=O